C1=CC(=CC(=C1)Br)S(=O)(=O)NCCO 3-bromo-N-(2-hydroxyethyl)benzenesulfonamide